N1=NC(=CC=C1)N1CC2(CN(C2)C(=O)N2CC3(C2)CN(C3)C=3N=NC=CC3)C1 6-(pyridazin-3-yl)-2,6-diazaspiro[3.3]Heptane-2-yl ketone